N1=C(C=CC=C1)C1=C(C(=NN=N1)C=1C(=C(C=CC1)C1=CC=CC=C1)C1=C(C(=CC=2C3=CC=CC=C3C3=CC=CC=C3C12)C)C)C1=NC=CC=C1 [di(pyridinyl)triazinyl](dimethyltriphenyleneyl)biphenyl